N1=CC(=CC=C1)/C=C/C(=O)O[C@H]1C[C@H](CC1)NCC=1SC(=CC1)C1=CC(=CC=C1)[C@@H](C)NC(C1=C(C=CC(=C1)OC1CNC1)C)=O (1R,3S)-3-(((5-(3-((R)-1-(5-(azetidin-3-yloxy)-2-methylbenzamido)ethyl) phenyl)thiophen-2-yl)methyl)amino)cyclopentyl (E)-3-(pyridin-3-yl)acrylate